(R)-4-[5-(4-chlorophenyl)-1-[2-(trifluoromethyl)phenyl]pyrrol-2-yl]-N-[2-(dimethylamino)ethyl]benzamide hydrochloride salt Cl.ClC1=CC=C(C=C1)C1=CC=C(N1C1=C(C=CC=C1)C(F)(F)F)C1=CC=C(C(=O)NCCN(C)C)C=C1